COC1=CC=2N(C=C1C(C)=O)C=CN2 (7-Methoxyimidazo[1,2-a]pyridin-6-yl)ethanone